NCC(C1=CC(=CC=C1)Cl)NC(=O)C1=CN(C=C1)C1=NC(=NC=C1C)NC1=CC2=C(OC(O2)(F)F)C=C1 N-(2-amino-1-(3-chlorophenyl)eth-yl)-1-(2-((2,2-difluorobenzo-[d][1,3]dioxol-5-yl)amino)-5-methylpyrimidin-4-yl)-1H-pyrrole-3-carboxamide